[1,1'-biphenyl]-4-yl(o-tolyl)methanone C1(=CC=C(C=C1)C(=O)C1=C(C=CC=C1)C)C1=CC=CC=C1